(E)-2-(5,5-dimethyl-3-(4-thiomorpholinylstyryl)cyclohex-2-en-1-ylidene)malononitrile CC1(CC(=CC(C1)=C(C#N)C#N)\C=C\C1=CC=C(C=C1)N1CCSCC1)C